(2S)-N-{(1S)-1-Cyano-2-[4-(6-cyanopyridin-3-yl)phenyl]ethyl}-1,4-oxazepane C(#N)[C@H](CC1=CC=C(C=C1)C=1C=NC(=CC1)C#N)N1CCOCCC1